2-(5-fluoro-2-(4-morpholino-3-(1-(2,2,2-trifluoroethyl)-1H-indazole-3-carboxamido)benzamido)phenyl)acetic acid FC=1C=CC(=C(C1)CC(=O)O)NC(C1=CC(=C(C=C1)N1CCOCC1)NC(=O)C1=NN(C2=CC=CC=C12)CC(F)(F)F)=O